C12(CC3CC(CC(C1)C3)C2)CNC(=O)NC=2N=C(SC2)C#C 1-(adamantan-1-ylmethyl)-3-(2-ethynylthiazol-4-yl)urea